1-[(1R)-1-(3-chlorophenyl)-2-hydroxyethyl]-3-[3-(trifluoromethyl)-1-bicyclo[1.1.1]pentanyl]urea ClC=1C=C(C=CC1)[C@H](CO)NC(=O)NC12CC(C1)(C2)C(F)(F)F